COC1=CC(=CC=2C=C(SC21)C2=CN(C=1N=CN=C(C12)N)C1CN(C1)S(=O)(=O)C=C)C 5-(7-methoxy-5-methylbenzothiophen-2-yl)-7-(1-(vinylsulfonyl)azetidin-3-yl)-7H-pyrrolo[2,3-d]pyrimidin-4-amine